C(C)C=1C=NC=CC1CC=1N=C(N(C1)COCC[Si](C)(C)C)C=O 4-((3-Ethylpyridin-4-yl)methyl)-1-((2-(trimethylsilyl)ethoxy)methyl)-1H-imidazole-2-carbaldehyde